L-aspartic acid beta-tert-butyl ester CC(C)(C)OC(=O)C[C@@H](C(=O)O)N